P(OC1=C(C=CC=C1C)C(C)(C)C)(OC1=C(C=CC=C1C)C(C)(C)C)OCC bis(2-tert-butyl-6-methyl-phenyl) ethyl phosphite